COC1=NC=CC=C1C=1C=NN2C1N=C(C=C2)C2=CC=C(C(=O)OC(C)C)C=C2 isopropyl 4-(3-(2-methoxypyridin-3-yl)pyrazolo[1,5-a]pyrimidin-5-yl)benzoate